C(C)(C)(C)OC(CCCCCCNC(C1=CC=C(C=C1)S(N)(=O)=O)=O)=O 7-(4-sulfamoylbenzoylamino)heptanoic acid tert-butyl ester